ONC(=O)C=1CCN(CC1)S(=O)(=O)C1=CC=C(C=C1)C1=C(C=CC=C1)CN(C)C N-hydroxyl-1-((2'-((dimethylamino)methyl)-[1,1'-biphenyl]-4-yl)sulfonyl)-1,2,3,6-tetrahydropyridine-4-formamide